2,6-bis(1-(3,5-di-tert-butylphenyl)vinyl)-4-methylaniline C(C)(C)(C)C=1C=C(C=C(C1)C(C)(C)C)C(=C)C1=C(N)C(=CC(=C1)C)C(=C)C1=CC(=CC(=C1)C(C)(C)C)C(C)(C)C